2-[[6,7-dichloro-10-(1H-pyrazol-4-yl)-1,2,3,4-tetrahydropyrazino[1,2-a]indol-9-yl]oxy]acetonitrile ClC1=C(C=C(C=2C(=C3N(C12)CCNC3)C=3C=NNC3)OCC#N)Cl